(1r,3r)-3-(cyanomethyl)-3-(4-(3-methyl-6-(1-methyl-1H-pyrazol-4-yl)pyrazolo[1,5-a]pyrazin-4-yl)-1H-pyrazol-1-yl)cyclobutane-1-carbonitrile CC1=C2C(=NC(=CN2N=C1)C3=CN(N=C3)C)C4=CN(N=C4)C5(CC(C5)C#N)CC#N